FC1=C(CS(=O)(=O)NC2=CC=C(CN3CCN(CC3)CC3=CC=C(C(=O)NO)C=C3)C=C2)C=CC=C1 4-((4-(4-(N-(2-fluorobenzyl)sulfonylamino)benzyl)piperazin-1-yl)methyl)-N-hydroxybenzoamide